tert-Butyl 3-amino-3-benzylpiperidine-1-carboxylate NC1(CN(CCC1)C(=O)OC(C)(C)C)CC1=CC=CC=C1